C(C)(=O)C=1C(=CC(=NC1)NC1=NC=C(C#N)C=C1)NC1=C(C(=CC=C1)C1=NN(C=N1)C)OC 6-((5-acetyl-4-((2-methoxy-3-(1-methyl-1H-1,2,4-triazol-3-yl)phenyl)amino)pyridin-2-yl)amino)nicotinonitrile